1-methyl-4-mercapto-tetrazole CN1N=NN(C1)S